tert-butyl (S)-1-((3S,6S,10aS)-3-(3-(2,4-dioxopentan-3-yl)benzylcarbamoyl)-5-oxodecahydropyrrolo[1,2-a]azocin-6-ylamino)-1-oxopropan-2-yl(methyl)carbamate O=C(C)C(C(C)=O)C=1C=C(CNC(=O)[C@@H]2CC[C@H]3N2C([C@H](CCCC3)NC([C@H](C)N(C(OC(C)(C)C)=O)C)=O)=O)C=CC1